FC1=C(C(=CC=C1)F)[C@@H](CC1=NC(=NC(=N1)N[C@@H](CO)CC(C)C)NS(=O)(=O)C)C N-(4-((R)-2-(2,6-Difluorophenyl)propyl)-6-(((R)-1-hydroxy-4-methylpentan-2-yl)amino)-1,3,5-triazin-2-yl)methanesulfonamide